C(C1=CC=CC=C1)OC1=C(C(=C(C(=O)O)C(=C1)C)OC)C 4-(benzyloxy)-2-methoxy-3,6-dimethylbenzoic acid